tert-butyl 7-(3-ethoxy-3-oxopropyl)-5,6,7,8-tetrahydro-2,7-naphthyridine-3-carboxylate C(C)OC(CCN1CCC=2C=C(N=CC2C1)C(=O)OC(C)(C)C)=O